BrC1=C(C(=C(C(=C1Br)I)F)F)I 1,6-dibromo-3,4-difluoro-2,5-diiodobenzene